BrC=1C=2N(C=CC1)C(=NC2)[C@@H](C)NC(=O)C2[C@H]1CNC[C@@H]2C1 (1R,5S,6r)-N-((R)-1-(8-bromoimidazo[1,5-a]pyridin-3-yl)ethyl)-3-azabicyclo[3.1.1]heptane-6-carboxamide